C1(CCC1)N(C(=O)OC1=CC2=C(C=CC(=C2C=C1)Cl)N1C(=C2CCCCC2=C1C1=CC=CC=C1)C)[C@@H]1CCC2=CC(=CC=C12)C1=NOC(=N1)C 5-chloro-8-(1-methyl-3-phenyl-4,5,6,7-tetrahydro-2H-isoindol-2-yl)naphthalen-2-ol cyclobutyl-(R)-(5-(5-methyl-1,2,4-oxadiazol-3-yl)-2,3-dihydro-1H-inden-1-yl)carbamate